4-[2-(N-Cyclohexylanilino)-2-oxo-ethyl]-1-(indoline-1-carbonyl)piperidine-4-carboxylic acid C1(CCCCC1)N(C1=CC=CC=C1)C(CC1(CCN(CC1)C(=O)N1CCC2=CC=CC=C12)C(=O)O)=O